C(CCCOCC(CC=CC(=O)[O-])O)OCC(CC=CC(=O)[O-])O 1,4-butanediylbis[oxy (2-hydroxy-3,1-propanediyl)]bisacrylate